FC1=C(C#N)C=CC(=C1)C1=NC(=NC(=C1C1=CC(=C(C=C1)OC)F)OC)NC12CC3(CC(CC(C1)C3)C2)O 2-fluoro-4-(5-(3-fluoro-4-methoxyphenyl)-2-((3-hydroxyadamantan-1-yl)amino)-6-methoxypyrimidin-4-yl)benzonitrile